2,4-dichloro-6-iodophenol ClC1=C(C(=CC(=C1)Cl)I)O